CN1C(N(C2=C1C=NC(=C2C2=CC=CC=C2)C)CC2=CC=C(C=N2)S(=O)(=O)N)=O 6-((3,6-dimethyl-2-oxo-7-phenyl-2,3-dihydro-1H-imidazo[4,5-c]pyridin-1-yl)methyl)pyridine-3-sulfonamide